2-Methyl-2-(2-methylpyrimidin-5-yl)propionic acid CC(C(=O)O)(C)C=1C=NC(=NC1)C